NC1=CC=C(C=C1)N(C1=CC=C(C=C1)C1=CC=C(N(C)C2=CC=C(C=C2)N)C=C1)C N,N'-bis(4-aminophenyl)-N,N'-dimethylbenzidine